[Si](C1=CC=CC=C1)(C1=CC=CC=C1)(C(C)(C)C)OCCS(=O)(=O)CC(CCCC(C(=O)OC(C)(C)C)(C)C1=CC(=CC=C1)I)(C)C tert-butyl 7-((2-((tert-butyldiphenylsilyl)oxy)ethyl)sulfonyl)-2-(3-iodophenyl)-2,6,6-trimethylheptanoate